diphosphine oxalate C(C(=O)O)(=O)O.P.P